C1(=C(C=CC=C1)C#CCNC1=CC=CC=C1)C N-(3-(o-tolyl)prop-2-yn-1-yl)aniline